FC(C1=CC=C2C=CC(=CC2=C1)C(=O)OCC=C)P(=O)(OC1=CC=CC=C1)N[C@H](C(OCCC)=O)C allyl 7-(fluoro((((S)-1-oxo-1-propoxypropan-2-yl)amino)(phenoxy)phosphoryl)methyl)-2-naphthoate